3-(2-hydroxyethoxy)-3-(trifluoromethyl)pyrrolidine-1-carboxylic acid tert-butyl ester C(C)(C)(C)OC(=O)N1CC(CC1)(C(F)(F)F)OCCO